3,3-bis(p-diethylaminophenyl)-6-diethylaminophthalide C(C)N(C1=CC=C(C=C1)C1(OC(=O)C2=CC(=CC=C12)N(CC)CC)C1=CC=C(C=C1)N(CC)CC)CC